FC([C@@H](C1=CC=C(C=C1)F)NS(=O)(=O)C=1C=C2C(=CN1)N(N=C2)C(=O)OC(C)(C)C)(F)F tert-butyl (R)-5-(N-(2,2,2-trifluoro-1-(4-fluorophenyl)ethyl)sulfamoyl)-1H-pyrazolo[3,4-c]pyridine-1-carboxylate